tert-butyl 6-((2,6-bis(benzyloxy)pyridin-3-yl)amino)-5-fluoro-2H-spiro[benzofuran-3,4'-piperidine]-1'-carboxylate C(C1=CC=CC=C1)OC1=NC(=CC=C1NC1=CC2=C(C=C1F)C1(CCN(CC1)C(=O)OC(C)(C)C)CO2)OCC2=CC=CC=C2